C(C)SC1=CC=2NC3=CC=CC=C3SC2C=C1 2-(ethylsulfanyl)-10H-phenothiazine